C(C)OC(=O)C1=CC=C(C(=O)O)C=C1 4-(ethoxycarbonyl)benzoic acid